1-(5-Bromo-6-(6-methylpyridin-2-yl)-2,3-dihydro-1H-imidazo[1,2-a]imidazol-1-yl)ethan-1-one BrC1=C(N=C2N1CCN2C(C)=O)C2=NC(=CC=C2)C